ClC=1C=C(C(=O)O)C=CC1C1=NC(=NC=C1)OC 3-chloro-4-(2-methoxypyrimidin-4-yl)benzoic acid